indole-4-one-2-carboxylic acid N1=C(C=C2C(C=CC=C12)=O)C(=O)O